6-[(3S)-3-(cyanomethyl)-4-prop-2-enoyl-piperazin-1-yl]-N-(3-hydroxy-1-naphthyl)-2-phenyl-pyrimidine-4-carboxamide C(#N)C[C@H]1CN(CCN1C(C=C)=O)C1=CC(=NC(=N1)C1=CC=CC=C1)C(=O)NC1=CC(=CC2=CC=CC=C12)O